C(C)(C)(C)[Si](O[C@H]1C[C@H](C1)CO)(C)C (cis-3-((tert-butyl-(dimethyl)silyl)oxy)cyclobutyl)methanol